CC(COC1=CC=C(N)C=C1)(C)C 4-(2,2-dimethylpropoxy)aniline